(NE,R)-N-[1-(6-chloro-4-cyano-3-methyl-2-morpholino-8-quinolyl)ethylidene]-2-methyl-propane-2-sulfinamide ClC=1C=C2C(=C(C(=NC2=C(C1)\C(\C)=N\[S@](=O)C(C)(C)C)N1CCOCC1)C)C#N